C1(CCCC1)S(=O)(=O)C(=[N+]=[N-])S(=O)(=O)C1=C(C=CC=C1)OC(F)(F)F cyclopentylsulfonyl-(2-trifluoromethoxyphenylsulfonyl)diazomethane